C(CCC)C(C(=O)OCCCCCCCCCN(CCCCCCCCCOC(C(CCCCCC)CCCC)=O)CCO)CCCCCC ((2-hydroxyethyl)azanediyl)bis(nonane-9,1-diyl) bis(2-butyloctanoate)